1-(2-((5-aminopentyl)(methyl)amino)ethyl)-1H-pyrrole-2,5-dione NCCCCCN(CCN1C(C=CC1=O)=O)C